4,7-bis(4-nitrophenyl)-2-(trifluoromethyl)-1H-benzo[d]imidazole [N+](=O)([O-])C1=CC=C(C=C1)C1=CC=C(C=2NC(=NC21)C(F)(F)F)C2=CC=C(C=C2)[N+](=O)[O-]